BrC1=C2C=CC=CC2=C(C2=CC=CC=C12)C=1C=C(C=CC1)C1=NC(=NC(=N1)C1=CC=CC=C1)C1=CC=CC=C1 2-(3-(10-bromoanthracene-9-yl)phenyl)-4,6-diphenyl-1,3,5-triazine